N[C@H]1CC2(CN(C2)C=2C(NC(=CN2)SC2=C(C(=CC=C2)Cl)Cl)=O)CC1 (R)-3-(6-amino-2-azaspiro[3.4]octan-2-yl)-6-((2,3-dichlorophenyl)thio)pyrazin-2(1H)-one